FC=1C=C(C=C(C1NC(CNC(=N)N)=O)F)S(=O)(=O)NC1=CN=CS1 5-[[3,5-Difluoro-4-[(2-guanidinoacetyl)amino]phenyl]sulfonylamino]thiazol